AminoPropylAminoPropylAmine NCCCNCCCN